CN1N=C(C=C1OCCN(CCC(C(=O)O)NC(CC1=CC=CC=C1)=O)CCCCC1=NC=2NCCCC2C=C1)C 4-[2-(2,5-dimethylpyrazol-3-yl)oxyethyl-[4-(5,6,7,8-tetrahydro-1,8-naphthyridin-2-yl)butyl]amino]-2-[(2-phenylacetyl)amino]butanoic acid